(2-(3-ethyl-2,3-dihydro-1H-pyrrolo[1,2,3-de]quinoxalin-5-yl)-7-methoxy-1-methyl-1H-benzo[d]imidazol-5-yl)methanone C(C)C1CNC=2C=CC=C3C2N1C(=C3)C3=NC1=C(N3C)C(=CC(=C1)C=O)OC